3-methylcyclopent-3-ene-1-sulfonamide CC=1CC(CC1)S(=O)(=O)N